diethyl-4-methyl-5,7-dihydro-cyclopenta[b]pyridine-6,6-dicarboxylic acid C(C)C=1C(=C2C(=NC1CC)CC(C2)(C(=O)O)C(=O)O)C